CN1N=C(C=C1C1=NC=C(C=C1)C(F)(F)F)[N+](=O)[O-] 2-(1-methyl-3-nitro-1H-pyrazol-5-yl)-5-(trifluoromethyl)pyridine